2-[5-ethylsulfonyl-6-[1-(2,2,3,3,3-pentafluoropropyl)pyrazolo[3,4-c]pyridin-5-yl]-3-pyridyl]-2-methyl-propanenitrile C(C)S(=O)(=O)C=1C=C(C=NC1C=1C=C2C(=CN1)N(N=C2)CC(C(F)(F)F)(F)F)C(C#N)(C)C